(6-chloropyridazin-3-yl)-1,3-benzothiazol-2-amine ClC1=CC=C(N=N1)C1=CC=CC2=C1N=C(S2)N